F[C@H]1[C@@H](CNC1)CNC(OC(C)(C)C)=O tert-butyl (((3S,4S)-4-fluoropyrrolidin-3-yl)methyl)carbamate